O[C@@H]1[C@H](O[C@H]([C@@H]1O)N1C2=NC(=NC(=C2N=C1)NCC1=CC(=CC=C1)OC)C=1C=NC=CC1)C(=O)NC (2s,3s,4r,5r)-3,4-dihydroxy-5-(6-((3-methoxybenzyl)amino)-2-(pyridin-3-yl)-9H-purin-9-yl)-N-methyltetrahydrofuran-2-carboxamide